O=C1NC(CCC1N1C(C2=CC=CC(=C2C1)C#CCCCCCNC1=CC=C(C(=O)N2CCC(CC2)CCCCNC(\C=C\C=2C=NC=CC2)=O)C=C1)=O)=O (E)-N-(4-(1-(4-((7-(2-(2,6-dioxopiperidin-3-yl)-1-oxoisoindolin-4-yl)hept-6-yn-1-yl)amino)benzoyl)piperidin-4-yl)butyl)-3-(pyridin-3-yl)acrylamide